C1(CCCCC1)C1=CNC(C2=CC(=CC=C12)OCC#N)=O 2-((4-cyclohexyl-1-oxo-1,2-dihydroisoquinolin-7-yl)oxy)acetonitrile